C1(CC1)OC1=C(C=NC=C1)C(=O)NC1=CC(=C(C(=C1)F)OC1=CC=NC2=CC(=CC=C12)OCC(C)(C)O)F 4-cyclopropoxy-N-(3,5-difluoro-4-((7-(2-hydroxy-2-methylpropoxy)quinolin-4-yl)oxy)phenyl)pyridine-3-carboxamide